FC1([C@@H](CC1)N1C=C(C(=CC1=O)NCC1(CN(C1)C)F)C(=O)N[C@H](C)C1=C(C(=CC=C1)C(F)F)F)F 1-((R)-2,2-difluorocyclobutyl)-N-((R)-1-(3-(difluoromethyl)-2-fluorophenyl)ethyl)-4-(((3-fluoro-1-methylazetidin-3-yl)methyl)amino)-6-oxo-1,6-dihydropyridine-3-carboxamide